CN(CCN(C1=CC(=C(C=C1N)NC1=NC=CC(=N1)N1C(N(C2=C1C=CC(=C2)O)C(C)C)=O)OC)C)C 1-(2-((4-((2-(Dimethylamino)ethyl)(methyl)amino)-2-methoxy-5-aminophenyl)amino)pyrimidin-4-yl)-5-hydroxy-3-isopropyl-1H-benzo[d]imidazol-2(3H)-one